NC1=NC=C(C=C1C=1C=C2CCNC(C2=CC1)=O)C1=CC=C(C=C1)N1C[C@@H](CC1)N(C)CCOC (R)-6-(2-amino-5-(4-(3-((2-methoxyethyl)(methyl)amino)pyrrolidin-1-yl)phenyl)pyridin-3-yl)-3,4-dihydroisoquinolin-1(2H)-one